3-{4-[(1S,4S,SR)-5-{[1-(2-chloro-6-methylphenyl)-4-cyclopropyl-1H-pyrazol-5-yl]methoxy}-2-azabicyclo[2.2.1]heptan-2-yl]-3-fluorophenyl}propanoic acid ClC1=C(C(=CC=C1)C)N1N=CC(=C1CO[C@@H]1[C@@H]2CN([C@H](C1)C2)C2=C(C=C(C=C2)CCC(=O)O)F)C2CC2 |&1:15|